Tert-butyl 3-(4-{2-[ethyl(isopropyl)carbamoyl]-4-fluorophenyl}-1-methyl-1H-indazol-6-yl)pyrrolidine-1-carboxylate C(C)N(C(=O)C1=C(C=CC(=C1)F)C1=C2C=NN(C2=CC(=C1)C1CN(CC1)C(=O)OC(C)(C)C)C)C(C)C